C(=O)OCNC1=NNC2=CC=CC(=C12)C1=CC=C(C=C1)C=1CCCCC1 (((4-(2',3',4',5'-tetrahydro-[1,1'-biphenyl]-4-yl)-1H-indazol-3-yl) amino) methyl) formate